3,4,4-trifluorobut-3-en-1-yl 2-(4-chloro-3-methyl-5-(trifluoromethyl)-1H-pyrazol-1-yl)acetate ClC=1C(=NN(C1C(F)(F)F)CC(=O)OCCC(=C(F)F)F)C